4-[(1R,4S)-5-(3-fluorophenyl)-2,5-diazabicyclo[2.2.1]hept-2-yl]-2-(1H-indazol-4-yl)pyrimidine-5-carbonitrile FC=1C=C(C=CC1)N1[C@@H]2CN([C@@H](C1)C2)C2=NC(=NC=C2C#N)C2=C1C=NNC1=CC=C2